diethyl-dimethyl-decanediol C(C)C(C(C(O)(O)C)(C)CC)CCCCCCC